The molecule is an optically active form of penicillamine having D-configuration. Pharmaceutical form (L-form is toxic) of chelating agent used to treat heavy metal poisoning. It has a role as a chelator, an antirheumatic drug and a drug allergen. It is a penicillamine and a non-proteinogenic alpha-amino acid. It is an enantiomer of a L-penicillamine. CC(C)([C@H](C(=O)O)N)S